1-(3-((1R,5S,6r)-3-azabicyclo[3.1.0]hexan-6-yl)-1-cyclopropyl-6-(8-ethynyl-7-fluoro-3-hydroxynaphthalen-1-yl)-7-fluoro-1H-pyrazolo[4,3-c]pyridin-4-yl)ethan-1-one [C@H]12CNC[C@@H]2C1C1=NN(C2=C1C(=NC(=C2F)C2=CC(=CC1=CC=C(C(=C21)C#C)F)O)C(C)=O)C2CC2